N-ethylethan CCNCCO